ClC=1C=CC2=C(N=C(S2)C2CC3(CC(C3)NC(=O)C3=CC(=NC=C3)C(F)(F)F)C2)C1 N-[6-(5-chloro-1,3-benzothiazol-2-yl)spiro[3.3]heptan-2-yl]-2-(trifluoromethyl)pyridine-4-carboxamide